5-Chloro-N-((1s,4s)-4-((3,3-dimethylbutyl)amino)cyclohexyl)-1-ethyl-3-(5-methylisoxazol-3-yl)-1H-pyrazole-4-carboxamide ClC1=C(C(=NN1CC)C1=NOC(=C1)C)C(=O)NC1CCC(CC1)NCCC(C)(C)C